2-(2,6-dichloro-4-(6-(difluoromethyl)-3,5-dioxo-4,5-dihydro-1,2,4-triazin-2(3H)-yl)phenoxy)-5-hydroxy-N-(((1s,3s)-3-hydroxycyclobutyl)methyl)pyridine-4-sulfonamide ClC1=C(OC2=NC=C(C(=C2)S(=O)(=O)NCC2CC(C2)O)O)C(=CC(=C1)N1N=C(C(NC1=O)=O)C(F)F)Cl